(S)-tert-butyl-(3-oxobutan-2-yl)carbamic acid C(C)(C)(C)N(C(O)=O)[C@@H](C)C(C)=O